4-(5-amino-1-(1-(but-2-ynoyl)pyrrolidin-3-yl)imidazo[1,5-c]pyrimidin-3-yl)-N-(4-cyclopropylpyridin-2-yl)-2-fluorobenzamide NC1=NC=CC=2N1C(=NC2C2CN(CC2)C(C#CC)=O)C2=CC(=C(C(=O)NC1=NC=CC(=C1)C1CC1)C=C2)F